BrC1=NN(C(=C1)CO)C[C@@H](C)NC(OC(C)(C)C)=O |r| tert-butyl (RS)-(1-(3-bromo-5-(hydroxymethyl)-1H-pyrazol-1-yl)propan-2-yl)carbamate